2-hydroxy-p-hydroxybenzoate OC1=C(C(=O)[O-])C=CC(=C1)O